ClC1=NC=CC(=C1SC1=C(C=CC=C1)C=O)CNC(OCC1C2=CC=CC=C2C=2C=CC=CC12)=O (9H-Fluoren-9-yl)methyl ((2-chloro-3-((2-formylphenyl)thio)pyridin-4-yl)methyl)carbamate